2,2-dimethyl-1-[rac-(5S,7S)-7-fluoro-5-phenyl-6,7-dihydro-5H-pyrrolo[1,2-b][1,2,4]triazol-2-yl]propan-1-one CC(C(=O)C=1N=C2N(N1)[C@@H](C[C@@H]2F)C2=CC=CC=C2)(C)C |r|